CC(CCCCCCCCCCC)O 2-tridecyl alcohol